(3R,7S)-2-(3,4-Dichlorobenzoyl)-3-methyl-9-(1-(4-(methylsulfonyl)phenyl)ethyl)-10-oxo-1,2,3,4,7,8,9,10-octahydropyrido[4',3':3,4]pyrazolo[1,5-a]pyrazine-7-carboxylic acid ClC=1C=C(C(=O)N2CC=3C(=NN4C3C(N(C[C@H]4C(=O)O)C(C)C4=CC=C(C=C4)S(=O)(=O)C)=O)C[C@H]2C)C=CC1Cl